ClC1=C(C=C(C=C1)C1=CN(C=2N=CN(C(C21)=O)CC(N2CCCC2)=O)C)C(F)(F)F 5-(4-chloro-3-(trifluoromethyl)phenyl)-7-methyl-3-(2-oxo-2-(pyrrolidin-1-yl)ethyl)-3H-pyrrolo[2,3-d]pyrimidin-4(7H)-one